ClC1=C(C=C(OCC(=O)NC23C(CC(CC2)(CC3)NCC3=CC=C(C=C3)OC)=O)C=C1)F 2-(4-chloro-3-fluorophenoxy)-N-(4-{[(4-methoxyphenyl)methyl]amino}-2-oxobicyclo[2.2.2]octan-1-yl)acetamide